CC1(CO1)OC1=CC=C(C(=O)OC2=CC=C(C=C2)C2=CC=C(C=C2)OC(C2=CC=C(C=C2)OC2(C)CO2)=O)C=C1 4,4'-biphenol-bis[4-(2-epoxypropoxy) benzoate]